OC1=C(C=CC(=C1)[N+](=O)[O-])NC(C1=CC(=CC=C1)Cl)=O N-(2-hydroxy-4-nitrophenyl)-3-chlorobenzamide